(2s,5r)-2-isopropyl-5-methylcyclohexanone C(C)(C)[C@H]1C(C[C@@H](CC1)C)=O